1-ethyl-3-methylimidazolium bistrifluoromethylsulfonamide salt FC(F)(F)N(S(=O)=O)C(F)(F)F.C(C)N1C=[N+](C=C1)C